FC(C)(F)C1=NC(=CC(=N1)NC1=CC(=NC=C1C1=NC=C(C(=N1)OC)F)NC(C)=O)C N-(4-((2-(1,1-difluoroethyl)-6-methylpyrimidin-4-yl)amino)-5-(5-fluoro-4-methoxypyrimidin-2-yl)pyridin-2-yl)acetamide